chloro-N-(3-(4,4-difluoro-3,3-dimethylbut-1-yn-1-yl)phenyl)-N-methyl-[1,2,4]triazolo[4,3-a]quinazolin-5-amine ClC1=NN=C2N1C1=CC=CC=C1C(=N2)N(C)C2=CC(=CC=C2)C#CC(C(F)F)(C)C